Phenoxaselenine C1=CC=CC=2OC3=CC=CC=C3[Se]C12